6,7-difluoro-quinazolin-4(3H)-one FC=1C=C2C(NC=NC2=CC1F)=O